N12C3CCCC3CC(C1)C2 azatricyclo[6.1.1.02,6]decan